NC1=CC(=NC=N1)NC(=O)C1CC2(CN(C2)C(=O)OC(C)(C)C)C1 tert-butyl 6-((6-aminopyrimidin-4-yl)carbamoyl)-2-azaspiro[3.3]heptane-2-carboxylate